F[B-](F)(F)F.CN(C(=[N+](C)C)O)C tetramethyluronium tetra-fluoroborate